(S)-N-(4-fluoro-5-((3-((6-methoxypyrimidin-4-yl)methyl)pyrrolidin-1-yl)methyl)thiazol-2-yl)acetamide POTASSIUM CHLOROSULFAMATE ClNS([O-])(=O)=O.[K+].FC=1N=C(SC1CN1C[C@@H](CC1)CC1=NC=NC(=C1)OC)NC(C)=O